tert-butyl (5-(2-(4-acetylpiperazin-1-yl)acetyl)thiazol-2-yl)carbamate C(C)(=O)N1CCN(CC1)CC(=O)C1=CN=C(S1)NC(OC(C)(C)C)=O